NC=1C=2N(C=CN1)C(=NC2C)C(C)C=2C(=C(C(=O)NC1CC1)C(=C(C2)Cl)F)OC(C)C 3-(1-(8-amino-1-methylimidazo[1,5-a]pyrazin-3-yl)ethyl)-5-chloro-N-cyclopropyl-6-fluoro-2-isopropoxybenzamide